(S)-3-amino-4-(4-trifluoromethylphenyl)-butyric acid N[C@H](CC(=O)O)CC1=CC=C(C=C1)C(F)(F)F